3,5-di-tert-butyl-4-hydroxybenzyl-monoethyl-nickel phosphate P(=O)(O)(O)O.C(C)(C)(C)C=1C=C(C[Ni]CC)C=C(C1O)C(C)(C)C